2-(Hydroxymethyl)glutarate OCC(C(=O)[O-])CCC(=O)[O-]